C1(=CC=CC=C1)N(C=1C2=CC=CC=C2C(=C2C=CC=CC12)N(C1=CC=C(C=C1)C)C1=CC=CC=C1)C1=CC=C(C=C1)C N,N'-diphenyl-N,N'-bis(p-tolyl)anthracene-9,10-diamine